(R)-2-fluoro-N-(8-methylisoquinolin-1-yl)-N-(piperidin-3-yl)-4-(pyrazolo[1,5-a]pyrimidin-3-yl)benzamide FC1=C(C(=O)N([C@H]2CNCCC2)C2=NC=CC3=CC=CC(=C23)C)C=CC(=C1)C=1C=NN2C1N=CC=C2